C(#N)C1=NNC2=CC=CC=C12 3-cyano-1H-indazol